(Z)-3-fluoro-4-(6-fluoro-4-(3-fluorophenyl)-1H-benzo[d]imidazol-1-yl)but-2-en-1-amine Hydrochloride Cl.F\C(=C/CN)\CN1C=NC2=C1C=C(C=C2C2=CC(=CC=C2)F)F